N#CO.[S] sulfur Cyanic acid